C(C1=CC=CC=C1)OCN1N=CC(=C(C1=O)Br)Cl 2-((benzyloxy)methyl)-4-bromo-5-chloropyridazin-3(2H)-one